ethyl 1-(quinoxalin-2-yl)piperidine-3-carboxylate N1=C(C=NC2=CC=CC=C12)N1CC(CCC1)C(=O)OCC